tetrahydro-2-furanylmethyl (4S,7R)-4-(3-hydroxyphenyl)-7-(2-methoxyphenyl)-2-methyl-5-oxo-1,4,5,6,7,8-hexahydro-3-quinolinecarboxylate OC=1C=C(C=CC1)[C@@H]1C(=C(NC=2C[C@H](CC(C12)=O)C1=C(C=CC=C1)OC)C)C(=O)OCC1OCCC1